ClC1=C(C=CC(=C1)Cl)C1(OCC(O1)CCC)CBr (2,4-dichlorophenyl)-2-bromomethyl-4-propyl-1,3-dioxolane